C(C)(C)(C)OC(=O)N1CCC(CC1)OC[C@@H]1N(CCC[C@@H]1NC(C(N(C)C)=O)=O)C(=O)OCC1=CC=CC=C1 benzyl cis-2-({[1-(tert-butoxycarbonyl)piperidin-4-yl]oxy}methyl)-3-[2-(dimethylamino) (oxo)acetamido]piperidine-1-carboxylate